C(CCCC)(=O)OC1=C(C(=C(C(=C1F)F)F)F)F pentanoic acid, pentafluorophenyl ester